N-(2-cyano-3-((3,5-dimethyl-4-oxo-3,4-dihydroquinazolin-6-yl)amino)-4-fluorophenyl)-N-((2-(trimethylsilyl)ethoxy)methyl)propane-1-sulfonamide C(#N)C1=C(C=CC(=C1NC=1C(=C2C(N(C=NC2=CC1)C)=O)C)F)N(S(=O)(=O)CCC)COCC[Si](C)(C)C